5-(4-((3-ethyl-9-fluoro-2-oxo-2,3-dihydro-1H-pyrimido[4,5,6-de]quinazolin-8-yl)methyl)piperazin-1-yl)-6-methyl-N-(tetrahydro-2H-pyran-4-yl)pyridine C(C)N1C(NC2=C(C(=CC=3C2=C1N=CN3)CN3CCN(CC3)C=3C=CCN(C3C)C3CCOCC3)F)=O